C(C)(C)(C)OC(=O)N1CC2(C1)OC(N(C2)C=2C=C1C(=NC=NC1=CC2OC)NC2=C(C(=CC=C2)Cl)F)=O 7-(4-((3-chloro-2-fluorophenyl)amino)-7-methoxyquinazolin-6-yl)-6-oxo-5-oxa-2,7-diazaspiro[3.4]octane-2-carboxylic acid tert-butyl ester